C(C1=CC=CC=C1)N(C1=NC(=NC=2[C@H](CCCC12)O)N1C(=CC=2C(=CC=CC12)C#N)C)CC1=C(C=C(C=C1)OC)OC 1-[(8S)-4-[benzyl-[(2,4-dimethoxyphenyl)methyl]amino]-8-hydroxy-5,6,7,8-tetrahydroquinazolin-2-yl]-2-methyl-indole-4-carbonitrile